quinoline-D7 [2H]C1=C(C(=C2C(=C1[2H])C(=C(C(=N2)[2H])[2H])[2H])[2H])[2H]